C(CCCCCCCC)(=O)C(O)[C@H](O)[C@@](O)([C@H](OC(CCCCCCCC)=O)[C@H](O)CO)C(CCCCCCCC)=O 1,3,4-O-trinonanoyl-sorbitol